C(CCC)OCCOCC 2-(2-butoxyethoxy)ethan